COC(=O)C1=C(N(C(=C1)C1=C2C(=NC=C1)N(C=C2)S(=O)(=O)C2=CC=CC=C2)COCC[Si](C)(C)C)C2=C(C=C(C=C2)F)F Methyl-2-(2,4-difluorophenyl)-5-[1-(phenylsulfonyl)-1H-pyrrolo[2,3-b]pyridin-4-yl]-1-{[2-(trimethylsilyl) ethoxy] methyl}-1H-pyrrole-3-carboxylate